(rac)-2-((3-(4-isopropylphenyl)-7-((4-nitrophenyl)sulfonyl)-5,6,7,8-tetrahydroimidazo[1,5-a]pyrazin-8-yl)methyl)isoindoline-1,3-dione C(C)(C)C1=CC=C(C=C1)C1=NC=C2N1CCN([C@@H]2CN2C(C1=CC=CC=C1C2=O)=O)S(=O)(=O)C2=CC=C(C=C2)[N+](=O)[O-] |r|